O1[C@@H](COC2=NC=CC=C21)CN2N=C1C3=C(CCC1=C2)OC(=C3C)C(=O)NC[C@H]3OCCC3 2-[(2R)-2,3-dihydro[1,4]dioxino[2,3-b]pyridin-2-ylmethyl]-8-methyl-N-[(2S)-tetrahydrofuran-2-ylmethyl]-4,5-dihydro-2H-furo[2,3-g]indazole-7-carboxamide